N[C@H](C(=O)N1[C@@H](C[C@H](C1)O)C(=O)N[C@@H](C)C=1C=NC(=CC1)C1=C(C=CC=C1F)F)C(C)(C)C (2S,4R)-1-((S)-2-amino-3,3-dimethylbutanoyl)-N-((S)-1-(6-(2,6-difluorophenyl)pyridin-3-yl)ethyl)-4-hydroxypyrrolidine-2-carboxamide